FC(C(C(C(C(C(F)(F)F)(C(F)(F)F)F)(F)F)(F)F)(F)F)(CCOC(C(=C)C)=O)F.C(C(=C)C)(=O)OCC(CC(C(C(C(F)(F)F)(C(F)(F)F)F)(F)F)(F)F)O 3-(perfluoro-3-methylbutyl)-2-hydroxypropyl methacrylate 2-(perfluoro-5-methylhexyl)ethyl-methacrylate